2-cyclopropyltriazole-4-carbaldehyde C1(CC1)N1N=CC(=N1)C=O